C1(CC1)C=1C(=NC=2N(C1)C=C(N2)C(=O)O)O 6-cyclopropyl-7-hydroxyimidazo[1,2-a]pyrimidine-2-carboxylic acid